(1R,3S)-3-butyl-6-methoxy-1-(pyridin-2-yl)-1,2,3,4-tetrahydroisoquinoline C(CCC)[C@@H]1N[C@H](C2=CC=C(C=C2C1)OC)C1=NC=CC=C1